N-(4-(3-chlorophenyl)thiazol-2-yl)-4-fluoro-2-((1-methylethyl)sulfonamido)benzamide ClC=1C=C(C=CC1)C=1N=C(SC1)NC(C1=C(C=C(C=C1)F)NS(=O)(=O)C(C)C)=O